N-(4-(5-(2-(4,4-difluoropiperidin-1-yl)-6-methylpyrimidin-4-yl)-1,3,4-thiadiazole-2-yl)-3-(6-azaspiro[2.5]oct-6-yl)phenyl)-2-hydroxyethane-1-sulfonamide FC1(CCN(CC1)C1=NC(=CC(=N1)C1=NN=C(S1)C1=C(C=C(C=C1)NS(=O)(=O)CCO)N1CCC2(CC2)CC1)C)F